Piperidin-2-ylmethyl-(7-fluoro-6-(8-methyl-2,3-dihydro-1H-pyrido[2,3-b][1,4]oxazin-7-yl)isochinolin-3-yl)carbamat N1C(CCCC1)COC(NC=1N=CC2=CC(=C(C=C2C1)C1=C(C2=C(OCCN2)N=C1)C)F)=O